(S)-2-((2S,3R)-2-(((benzyloxy)carbonyl)amino)-3-(tert-butoxy)butanamido)-3-cyclohexylpropanoic acid C(C1=CC=CC=C1)OC(=O)N[C@H](C(=O)N[C@H](C(=O)O)CC1CCCCC1)[C@@H](C)OC(C)(C)C